3-[5,7-difluoro-2-(4-fluorophenyl)-1H-indol-3-yl]-2,2-difluoro-N-[(3S-4R)-4-hydroxy-2-oxo-pyrrolidin-3-yl]propanamide FC=1C=C2C(=C(NC2=C(C1)F)C1=CC=C(C=C1)F)CC(C(=O)N[C@@H]1C(NC[C@H]1O)=O)(F)F